ClC=1C=C(OCC2CN(CC2)C(=O)OC(C)(C)C)C=C(C1)[N+](=O)[O-] tert-butyl 3-((3-chloro-5-nitrophenoxy)methyl)pyrrolidine-1-carboxylate